tert-butyl 4-(2-(3-(3-amino-6-(2-hydroxyphenyl)pyridazin-4-yl)-3,8-diazabicyclo[3.2.1]octan-8-yl)pyrimidin-5-yl)-[1,4'-bipiperidine]-1'-carboxylate NC=1N=NC(=CC1N1CC2CCC(C1)N2C2=NC=C(C=N2)C2CCN(CC2)C2CCN(CC2)C(=O)OC(C)(C)C)C2=C(C=CC=C2)O